BrC1=CC2=C(C3=C(S2)C=CC(=C3)S(=O)(=O)Cl)C=C1 7-bromo-dibenzo[b,d]Thiophene-2-sulfonyl chloride